5-(trifluoromethyl)-4a,10a-dihydro-5H-thianthren-5-ium FC([S+]1C2C=CC=CC2SC2=CC=CC=C12)(F)F